ClC1N(C=CC=C1)CC(C=1SC=CC1)=O 2-chloro-1-(2-oxo-2-(thiophen-2-yl)ethyl)pyridine